2-((S)-1-((R)-4-(6-((4-cyano-2-fluorobenzyl)oxy)pyridin-2-yl)-2-(fluoroMethyl)piperazin-1-yl)ethyl)-1-(((S)-oxetan-2-yl)methyl)-1H-benzo[d]imidazole-6-carboxylic acid C(#N)C1=CC(=C(COC2=CC=CC(=N2)N2C[C@@H](N(CC2)[C@@H](C)C2=NC3=C(N2C[C@H]2OCC2)C=C(C=C3)C(=O)O)CF)C=C1)F